2-methyl-1,2-dihydropyrrolo[1,2-a]pyrazin-3(4H)-one CN1CC=2N(CC1=O)C=CC2